(1-(2-(7-(3-(1H-imidazol-1-yl) prop-1-en-1-yl)-1-(cyclopropylmethyl)-1H-indol-2-yl)-1-methyl-5-oxo-1,5,7,8-tetrahydro-6H-imidazo[4,5-g]isoquinolin-6-yl)-3-fluoropropane-2-yl) carbamate C(N)(OC(CN1C(C=2C=C3C(=CC2CC1)N(C(=N3)C=3N(C1=C(C=CC=C1C3)C=CCN3C=NC=C3)CC3CC3)C)=O)CF)=O